(2R,5S)-tert-butyl 2,5-dimethyl-1-piperazinecarboxylate C[C@H]1N(C[C@@H](NC1)C)C(=O)OC(C)(C)C